N-(1-hydroxy-3,3-dimethyl-1,3-dihydrobenzo[c][1,2]oxaborole-6-carbonyl)-N-(2-(1-hydroxy-3,3-dimethyl-1,3-dihydrobenzo[c][1,2]oxaborole-6-carboxamido)ethyl)glycine OB1OC(C2=C1C=C(C=C2)C(=O)N(CC(=O)O)CCNC(=O)C=2C=CC1=C(B(OC1(C)C)O)C2)(C)C